C(=CC)B1OC(C)(C)C(C)(C)O1 propene-1-yl-boronic acid pinacol ester